dipropenyl-tartaric acid diamide C(=CC)C(C(C(=O)N)(O)C=CC)(O)C(=O)N